2-(1-ethoxyethoxy)propionic acid C(C)OC(C)OC(C(=O)O)C